C(C)(C)(C)N1N=C(C=C1NC(=O)C=1N(N=C(C1)COC)C)C1CC(CC1)OC1=NN(C=C1)C N-[2-tert-butyl-5-[3-(1-methylpyrazol-3-yl)oxycyclopentyl]pyrazol-3-yl]-5-(methoxymethyl)-2-methyl-pyrazole-3-carboxamide